C(CCCCCCCCCCC)C1=NOC=C1 3-dodecylisoxazol